C(CC1=CC=CC=C1)NCCCNC[C@@H]1[C@H]([C@H]([C@@H](C1)N1C=C(C2=C1N=CN=C2)C2=NN(C=C2)S(=O)(=O)C2=CC=CC=C2)O)O (1S,2R,3R,5R)-3-(((3-(Phenethylamino)propyl)amino)methyl)-5-(5-(1-(phenylsulfonyl)-1H-pyrazol-3-yl)-7H-pyrrolo[2,3-d]pyrimidin-7-yl)cyclopentane-1,2-diol